N-(3-bromo-4-fluorophenyl)-N'-hydroxy-4-((2-(S-ethylthiosulfonimidoyl)benzyl)amino)-1,2,5-oxadiazole-3-carboxamidine BrC=1C=C(C=CC1F)NC(=NO)C1=NON=C1NCC1C(C=CC=C1)=S(=SCC)=N